C(#N)C=1C=C(C=CC1)C=1N=C(SC1C1=CC(=NC(=C1)C)C)NC(=O)N1CC2(C1)CC(NC2)=O N-[4-(3-Cyanophenyl)-5-(2,6-dimethyl-4-pyridyl)thiazol-2-yl]-6-oxo-2,7-diazaspiro[3.4]octane-2-carboxamide